C([O-])([O-])=S.[Na+].[Na+] sodium thiocarbonate